C(C)(C)OCCN1CCN(CC1)C1=CC=C(C=N1)C=1C=2N(C=C(N1)C=1C=NN(C1)C)N=CC2C#N 4-(6-(4-(2-isopropoxyethyl)piperazin-1-yl)pyridin-3-yl)-6-(1-methyl-1H-pyrazol-4-yl)pyrazolo[1,5-a]pyrazine-3-carbonitrile